dimethyl-(3-((2-(methylsulfinyl)-5-(trifluoromethyl)pyrimidin-4-yl)amino)-1H-indol-7-yl)phosphine oxide CP(C=1C=CC=C2C(=CNC12)NC1=NC(=NC=C1C(F)(F)F)S(=O)C)(C)=O